NC1=C2C(=NC=N1)N(N=C2C2=C(C=C(C=C2)OC2=CC=CC=C2)F)[C@H]2CN(CCC2)C(=O)C(C#N)=CC(C)(N2CCN(CC2)C2COC2)C (R)-2-[3-[4-amino-3-(2-fluoro-4-phenoxyphenyl)pyrazolo[3,4-d]pyrimidin-1-yl]piperidine-1-carbonyl]-4-methyl-4-[4-(oxetan-3-yl)piperazin-1-yl]pent-2-enenitrile